FC1=C(C=CC(=C1)F)C1=C(C=NC=C1)N 4-(2,4-difluorophenyl)pyridin-3-amine